2-((tertbutyldimethylsilyl)oxy)-N-methoxy-N-methylacetamide C(C)(C)(C)[Si](OCC(=O)N(C)OC)(C)C